3,3-dibutyl-7-(methylthio)-1,1-dioxido-5-phenyl-2,3,4,5-tetrahydro-1,5-benzothiazepin-8-yl trifluoromethanesulfonate FC(S(=O)(=O)OC1=CC2=C(N(CC(CS2(=O)=O)(CCCC)CCCC)C2=CC=CC=C2)C=C1SC)(F)F